COCCN(CC[C@@H](C(=O)O)NC(=O)C1(CCC1)C1=CC=CC=C1)CCCCC1=NC=2NCCCC2C=C1 (S)-4-((2-methoxyethyl)(4-(5,6,7,8-tetrahydro-1,8-naphthyridin-2-yl)butyl)amino)-2-(1-phenylcyclobutane-1-carboxamido)butanoic acid